FC1=C(C=C(C=C1)F)C(CF)C=1C=C2C(=NNC2=CC1)NC(C1=C(C=C(C=C1)N1CCC(CC1)N1CCOCC1)NC1CCOCC1)=O N-(5-(1-(2,5-difluorophenyl)-2-fluoroethyl)-1H-indazol-3-yl)-4-(4-morpholinopiperidin-1-yl)-2-((tetrahydro-2H-pyran-4-yl)amino)benzamide